O=C1CC(C1)C(=O)ON1C(C2=CC=CC=C2C1=O)=O 1,3-dioxoisoindolin-2-yl 3-oxocyclobutane-1-carboxylate